C1(=CC=CC=C1)C(CCC1OC(OC1)C1=CC=CC=C1)=O (±)-1-phenyl-3-(2-phenyl-1,3-dioxolan-4-yl)propan-1-one